1-(2-fluoroethyl)-1H-indole-4-carboxylic acid FCCN1C=CC=2C(=CC=CC12)C(=O)O